6-(4-fluorophenyl)-5-(1-(oxetan-3-yl)-1H-pyrazol-4-yl)isoindolin-1-one FC1=CC=C(C=C1)C1=C(C=C2CNC(C2=C1)=O)C=1C=NN(C1)C1COC1